N[C@H]1CC=CC[C@@H]1CC=1C=C2CN(C(C2=CC1)=O)C1C(NC(CC1)=O)=O 3-(5-(((1R,6S)-6-aminocyclohex-3-en-1-yl)methyl)-1-oxoisoindolin-2-yl)piperidine-2,6-dione